2'-chloro-N-(5-(6-chloro-5-fluoropicolinoyl)-5,6-dihydro-4H-pyrrolo[3,4-d]thiazol-2-yl)-5'-methoxy-6-methyl-[4,4'-bipyridine]-3-carboxamide ClC1=NC=C(C(=C1)C1=C(C=NC(=C1)C)C(=O)NC=1SC2=C(N1)CN(C2)C(C2=NC(=C(C=C2)F)Cl)=O)OC